(2R)-N-(3-{2-[(3-methoxy-1-methyl-1H-pyrazol-4-yl)amino]pyrimidin-4-yl}-1H-indol-7-yl)-2-(4-methylpiperazin-1-yl)propenamide COC1=NN(C=C1NC1=NC=CC(=N1)C1=CNC2=C(C=CC=C12)NC(C(=C)N1CCN(CC1)C)=O)C